CC1(COCC1)NC(O[C@@H]1C[C@@H](CC1)C1=CC(=NN1)NC(CC=1OC(=CN1)C)=O)=O (1S,3R)-3-(3-{[(5-methyl-1,3-oxazol-2-yl)acetyl]-amino}-1H-pyrazol-5-yl)-cyclopentyl [(3ξ)-3-meth-yltetrahydrofuran-3-yl]-carbamate